butyl 7-amino-2-azaspiro[3.5]nonane-2-carboxylate NC1CCC2(CN(C2)C(=O)OCCCC)CC1